formic acid 3,7-dimethyloct-6-en-1-yl ester CC(CCOC=O)CCC=C(C)C